1,3-didodecylurea C(CCCCCCCCCCC)NC(=O)NCCCCCCCCCCCC